1-(3-(4-amino-7-methyl-5-(4-(1-methyl-1H-pyrazol-4-yl)phenyl)-7H-pyrrolo[2,3-d]pyrimidin-6-yl)pyrrolidin-1-yl)prop-2-en-1-one NC=1C2=C(N=CN1)N(C(=C2C2=CC=C(C=C2)C=2C=NN(C2)C)C2CN(CC2)C(C=C)=O)C